3-(4-(3-amino-6-bromopyrazin-2-yloxy)-1H-pyrazol-1-yl)-2,2-dimethylpropanenitrile NC=1C(=NC(=CN1)Br)OC=1C=NN(C1)CC(C#N)(C)C